siloxyethylene [SiH3]OC=C